(3S)-3-methylbenzene CC=1C=CC=CC1